(e)-N-cyclohexyl-2-methylundecan-1-imine oxide C1(CCCCC1)\[N+](=C/C(CCCCCCCCC)C)\[O-]